4-DIFLUOROMETHYL-PHENYLBORONIC ACID FC(C1=CC=C(C=C1)B(O)O)F